COC(C[C@@H]1CN(CC(C1)(F)F)C=1C(=NC(=CC1)C=1N=NN(C1CO)C)C)=O (S)-2-(5,5-difluoro-1-(6-(5-(hydroxymethyl)-1-methyl-1H-1,2,3-triazol-4-yl)-2-methylpyridin-3-yl)piperidin-3-yl)acetic acid methyl ester